1-(N-((S)-1-carboxy-2-hydroxy-2-methylpropyl)sulfamoyl)pyrrolidine-3-carboxylic acid C(=O)(O)[C@H](C(C)(C)O)NS(=O)(=O)N1CC(CC1)C(=O)O